BrC=1C=CC=2C(N(C(C3=CC=CC1C23)=O)CCC(=O)O)=O 3-(6-bromo-1,3-dioxo-1H-benzo[de]isoquinolin-2(3H)-yl)propionic acid